O.N(=O)O.NC(=N)N.NC(=N)N.N(=O)O guanidine nitrite hemihydrate